C1(=CC=CC=C1)S(=O)(=O)O[C@H](C(Cl)(Cl)Cl)C1=C(C(=CC=C1)OC)OCC1=CC=CC=C1 (S)-1-(2-benzyloxy-3-methoxyphenyl)-2,2,2-trichloroethyl benzenesulfonate